(3,3,8,8-tetrafluoro-4-hydroxy-1-azaspiro[4.5]decan-1-yl)butane-1,2-dione FC1(CN(C2(C1O)CCC(CC2)(F)F)C(C(CC)=O)=O)F